diamino-3,3'-dimethyl-9,9'-spirobifluorene NC1=C(C=2C3(C4=CC=CC=C4C2C=C1C)C1=CC=CC=C1C=1C=C(C=CC13)C)N